boron bis(malonate) C(CC(=O)[O-])(=O)[O-].C(CC(=O)O)(=O)[O-].[B+3]